OC(=O)C(F)(F)F.C(C)OC1=NC(=NC=C1C(=O)NC=1C=C(C=2N(C1)C=C(N2)C)F)N2CC(NCC2)C 4-ethoxy-N-(8-fluoro-2-methylimidazo[1,2-a]pyridin-6-yl)-2-(3-methylpiperazin-1-yl)pyrimidine-5-carboxamide TFA salt